C1(=CC=CC=C1)NC([O-])=O N-phenylcarbamate